dimethyl-(tert-butyl)silaneamine C[Si](N)(C(C)(C)C)C